CC1=C(C(=C2C(=C(NC2=C1)C1CC1)C)C)C tetramethyl-cyclopropyl-indole